C1C=CC2=CC=CC=C12.[Zn] zinc indene